Racemic-(+-)-7-amino-3-ethyl-2-methyl-5-((2-(1-(2-(methyl-sulfinyl)ethyl)-2-oxo-1,2-dihydropyridin-3-yl)ethyl)amino)pyrazolo[1,5-a]pyrimidine-6-carbonitrile NC1=C(C(=NC=2N1N=C(C2CC)C)NCCC=2C(N(C=CC2)CC[S@](=O)C)=O)C#N |r|